ClC1=CC(=C(COC2=NC(=CC=C2)C2CCNCC2)C=C1)OC 2-((4-Chloro-2-methoxybenzyl)oxy)-6-(piperidin-4-yl)pyridine